C(=O)O.FC(C=1C(=C(C=CC1)[C@@H](C)NC1=NC(=NC2=CC=C(C=C12)C=1C=C(C(=NC1)O)CC(=O)N(C)C)C)F)F (R)-2-(5-(4-((1-(3-(difluoromethyl)-2-fluorophenyl)ethyl)amino)-2-methylquinazolin-6-yl)-2-hydroxypyridin-3-yl)-N,N-dimethylacetamide formate salt